tert-butyl (3-(4-fluoropiperidin-1-yl)propyl)carbamate FC1CCN(CC1)CCCNC(OC(C)(C)C)=O